2-(7,7-Dichloro-6-phenyl-3-azabicyclo[4.1.0]heptane-3-carbonyl)-7-oxa-5-azaspiro[3.4]octan-6-one ClC1(C2(CCN(CC12)C(=O)C1CC2(C1)NC(OC2)=O)C2=CC=CC=C2)Cl